Cl.Cl.CC1=C(C=CC(=N1)N[C@@H]1CNCC1)C1=NOC(=N1)C(F)(F)F 6-Methyl-N-[(3S)-pyrrolidin-3-yl]-5-[5-(trifluoromethyl)-1,2,4-oxadiazol-3-yl]pyridin-2-amine, Dihydrochloride Salt